(R)-2-hydroxy-N-(4-isopropoxyphenethyl)propionamide O[C@@H](C(=O)NCCC1=CC=C(C=C1)OC(C)C)C